C(#C)C=1C(=CC=C2C=C(C=C(C12)C1=C(C=C2C(=NC(=NC2=C1F)OCC1(CC1)C=O)N1CC2CCC(C1)N2C(=O)OC(C)(C)C)F)OCOC)F tert-butyl 3-(7-(8-ethynyl-7-fluoro-3-(methoxymethoxy)naphthalen-1-yl)-6,8-difluoro-2-((1-formylcyclopropyl)methoxy)quinazolin-4-yl)-3,8-diazabicyclo[3.2.1]octane-8-carboxylate